[O-]S(=O)(=O)C(F)(F)F.COCCOC1=CC=C(C2=CC=CC=C12)[S+]1CCCC1 4-(2-methoxyethoxy)-1-naphthyltetrahydrothiophenium triflate